BrC1=C(N=C2N1C(=NC=C2C)N)C2=CC=C(C=C2)[N+](=O)[O-] 3-bromo-8-methyl-2-(4-nitrophenyl)imidazo[1,2-c]pyrimidin-5-amine